C1(CC1)N[C@@H](C(=O)NC1=CC=C(C=C1)C1=C2C(=NC=C1)NC=C2)CC(C)C (2R)-2-(Cyclopropylamino)-4-methyl-N-[4-(1H-pyrrolo[2,3-b]pyridin-4-yl)phenyl]pentanamide